CO.CO.[C] carbon dimethanol